Cl.Cl.N[C@H](CC1=C(C=2N=C(N=C(C2S1)NCC=1SC=CC1)Cl)C)C 6-[(2S)-2-aminopropyl]-2-chloro-7-methyl-N-[(thiophen-2-yl)methyl]thieno[3,2-d]pyrimidin-4-amine dihydrochloride